5-fluoro-8-(2-triisopropylsilylethynyl)naphthalene-1,3-diol FC1=C2C=C(C=C(C2=C(C=C1)C#C[Si](C(C)C)(C(C)C)C(C)C)O)O